OC1(CCC1)C (1S,3S)-3-hydroxy-3-methylcyclobutane